COC(C(C(C(=O)OC)(C1=CC=CC=C1)C#N)(C1=CC=CC=C1)C#N)=O 2,3-dicyano-2,3-diphenyl-succinic acid dimethyl ester